O=C(CCCCCC(=O)OCC(CCCCCC)CCCC)CCCCCC(=O)OCC(CCCCCC)CCCC bis(2-butyloctyl) 7-oxotridecanedioate